4-methoxy-3,5-dimethyl-picolinic acid COC1=C(C(=NC=C1C)C(=O)O)C